ClC=1C=C2C(=NC(=NC2=C(C1C=1C(=CC=C2C=NN(C12)C)C)F)OC[C@H]1N(CCOC1)C)N1C[C@H](N(C[C@@H]1C)C(C=C)=O)C 1-((2R,5S)-4-(6-chloro-7-(1,6-dimethyl-1H-indazol-7-yl)-8-fluoro-2-(((S)-4-methylmorpholin-3-yl)methoxy)quinazolin-4-yl)-2,5-dimethylpiperazin-1-yl)prop-2-en-1-one